CN(C1=CC(=CC=C1)C1=CN=C2C(=N1)N(C=N2)C(C)C=2C=C1C=CC=NC1=CC2)C N,N-dimethyl-3-(1-(1-(quinolin-6-yl)ethyl)-1H-imidazo[4,5-b]pyrazin-6-yl)aniline